O[C@H]1[C@@H](C2=CC=C(C=C2C1)NC(C=C)=O)NC1=CC(=CC=C1)C(F)(F)F N-[(trans)-2-hydroxy-1-[3-(trifluoromethyl)anilino]-2,3-dihydro-1H-inden-5-yl]acrylamide